(2,3-difluorophenoxy)-6-fluoropyridine FC1=C(OC2=NC(=CC=C2)F)C=CC=C1F